(R)-2-amino-4-methylthiobutanoic acid N[C@@H](C(=S)O)CCC